COC1=C(C=CC=C1)NC1=CC=C2C(=N1)NN=C2NC(C2=CC=C(C=C2)C2CCN(CC2)C)=O N-(6-((2-methoxyphenyl)amino)-1H-pyrazolo[3,4-b]pyridin-3-yl)-4-(1-methylpiperidin-4-yl)benzamide